2-1-menthoxyethanol C1(CCC(CC1)C(C)C)(C)OCCO